FC(CO)(F)C=1C(=C(C=CC1)[C@@H](C)NC1=NC(=NC2=CC3=C(C=C12)C1(C(N3C)=O)CCCC1)C)F (R)-4'-((1-(3-(1,1-difluoro-2-hydroxyethyl)-2-fluorophenyl)ethyl)amino)-2',8'-dimethylspiro[cyclopentane-1,6'-pyrrolo[3,2-g]quinazoline]-7'(8'H)-one